NCC=1C=NC(=NC1)C1=C(C=C(C#N)C=C1)OC=1N(N=C(C1)N1C2COCC1CC2)C 4-[5-(aminomethyl)pyrimidin-2-yl]-3-[2-methyl-5-(3-oxa-8-azabicyclo[3.2.1]octan-8-yl)pyrazol-3-yl]oxybenzonitrile